2-{[8-(4-methylthiophen-2-yl)-3-oxo-1H,2H,3H-benzo[e]isoindol-2-yl]methyl}prop-2-enamide CC=1C=C(SC1)C=1C=CC2=C(C=3CN(C(C3C=C2)=O)CC(C(=O)N)=C)C1